BrC=1SC=2N3C(=NN(C(C3=CC2C1)=O)CC(=O)NC1CN(CCC1)C(C)(C)C)C(C)C 2-(4-Bromo-12-isopropyl-9-oxo-3-thia-1,10,11-triazatricyclo[6.4.0.02,6]dodeca-2(6),4,7,11-tetraen-10-yl)-N-(1-tert-butyl-3-piperidinyl)acetamide